(±)-6-Methyl-2-(3-(((2-(trifluoromethyl)pyridin-3-yl)oxy)methyl)pyrrolidin-1-yl)pyrimidine-4-carboxylic Acid CC1=CC(=NC(=N1)N1C[C@@H](CC1)COC=1C(=NC=CC1)C(F)(F)F)C(=O)O |r|